N-(2-(azetidin-3-yl)ethyl)-N-isopropyl-sulfamide trifluoroacetate FC(C(=O)O)(F)F.N1CC(C1)CCN(S(=O)(=O)N)C(C)C